tert-Butyl 2-(4-(4-((9-((1s,3s)-3-(2-phenylacetamido)cyclobutyl)-9H-purin-6-yl)amino)phenyl) Piperazin-1-yl)-6-azaspiro[3.4]octane-6-carboxylate C1(=CC=CC=C1)CC(=O)NC1CC(C1)N1C2=NC=NC(=C2N=C1)NC1=CC=C(C=C1)N1CCN(CC1)C1CC2(C1)CN(CC2)C(=O)OC(C)(C)C